FC=1C=C(C=CC1O)C(C1=CC=C(C=C1)F)C1=CC(=C(C=C1)O)F bis(3-fluoro-4-hydroxyphenyl)-(p-fluorophenyl)methane